ClC1=C(C(=NN1C)C=1N(C=CN1)C)CN1CC(CCCC1)NCCC(C)C 1-((5-Chloro-1-methyl-3-(1-methyl-1H-imidazol-2-yl)-1H-pyrazol-4-yl)methyl)-N-isopentylazepan-3-amine